N-((3S,4R)-4-((7-(2,6-dichloro-3,5-dimethoxyphenyl)-5-(oxetan-3-ylamino)-2,6-naphthyridin-3-yl)amino)-1-(oxetan-3-yl)pyrrolidin-3-yl)acrylamide ClC1=C(C(=C(C=C1OC)OC)Cl)C1=NC(=C2C=C(N=CC2=C1)N[C@H]1[C@H](CN(C1)C1COC1)NC(C=C)=O)NC1COC1